C1(CC1)C1=CC(=C(C=C1)NC=1C=NC=CC1P(=O)(C)C)F N-(4-cyclopropyl-2-fluorophenyl)-4-(dimethylphosphoryl)pyridin-3-amine